P(OCC)(OCC)(OC1=CC=C2C(=C(C(OC2=C1)=O)Cl)C)=S O,O-Diethyl O-3-chloro-4-methyl-2-oxo-2H-chromen-7-yl phosphorothioate